C[C@H]1N(CCOC1)C1=NN2C(C(NC[C@H]2C2(CC2)C2=CC=CC=C2)=O)=C1 (R)-2-((R)-3-methylmorpholin-4-yl)-7-(1-phenylcyclopropyl)-6,7-dihydro-5H-pyrazolo[1,5-a]pyrazin-4-one